6-chloro-2-(2-methoxyimidazo[2,1-b][1,3,4]thiadiazol-6-yl)pyrazolo[1,5-a]pyridin-4-ol ClC=1C=C(C=2N(C1)N=C(C2)C=2N=C1SC(=NN1C2)OC)O